tert-butyl 4-{1-[4-(chloromethyl)-3-methoxyphenyl]-2,5,8,11-tetraoxatridecan-13-yl}piperazine-1-carboxylate ClCC1=C(C=C(C=C1)COCCOCCOCCOCCN1CCN(CC1)C(=O)OC(C)(C)C)OC